ClC1=CC=C(CN2CCC(CC2)NC[C@](COC2=C(C=O)C=CC=C2)(C)O)C=C1 2-({2S}-3-[(1-[4-chlorobenzyl]-4-piperidinyl)amino]-2-hydroxy-2-methylpropoxy)benzaldehyde